(R)-5-amino-N-((S)-7'-cyclopropylspiro[cyclopropane-1,1'-isochroman]-4'-yl)-N,6-dimethyl-6,8-dihydro-1H-furo[3,4-d]pyrrolo[3,2-b]pyridine-2-carboxamide NC1=C2C(=C3C(=N1)C=C(N3)C(=O)N(C)[C@@H]3COC1(C4=CC(=CC=C34)C3CC3)CC1)CO[C@@H]2C